CSC1=CC=C(C=C1)/C=C/C(=O)C1=CC=C(C(=O)O)C=C1 4-[(E)-3-(4-Methylsulfanylphenyl)prop-2-enoyl]benzoic acid